CC1=NC=C2C(=N1)NC(N(C2)C2CCOCC2)=O 7-methyl-3-(tetrahydro-2H-pyran-4-yl)-3,4-dihydropyrimido[4,5-d]pyrimidin-2(1H)-one